FC(C1=C(C=CC(=C1)C(F)(F)F)[C@H](C)N1N=C(C(=C1)NC(=O)C1=NOC(=C1)C1=NC=CC=C1)C)(F)F (S)-N-(1-(1-(2,4-bis(trifluoromethyl)phenyl)ethyl)-3-methyl-1H-pyrazol-4-yl)-5-(pyridin-2-yl)isoxazole-3-carboxamide